5-bromo-1-benzylpyridin-2(1H)-one BrC=1C=CC(N(C1)CC1=CC=CC=C1)=O